N-{4-[7-(2-chloro-5-fluoropyridin-4-yl)-1H,2H,3H-pyrido[3,4-b][1,4]oxazin-1-yl]pyridin-2-yl}-3-(1-methylpiperidin-4-yl)propanamide ClC1=NC=C(C(=C1)C1=CC2=C(OCCN2C2=CC(=NC=C2)NC(CCC2CCN(CC2)C)=O)C=N1)F